C1(CCCC1)N1CCN(CC1)N=O cyclopentyl-4-nitrosopiperazine